N-[4-(3-cyanophenyl)-5-(2,6-dimethyl-4-pyridinyl)thiazol-2-yl]-1-methyl-2-oxo-1,8-diazaspiro[4.5]decane-8-carboxamide C(#N)C=1C=C(C=CC1)C=1N=C(SC1C1=CC(=NC(=C1)C)C)NC(=O)N1CCC2(CCC(N2C)=O)CC1